benzyl (R)-4-(5-((2,2-dimethyl-1,3-dioxolan-4-yl)methoxy)-2,4-difluorophenyl)piperazine-1-carboxylate CC1(OC[C@H](O1)COC=1C(=CC(=C(C1)N1CCN(CC1)C(=O)OCC1=CC=CC=C1)F)F)C